ClC=1C(=C(C(=CC1)C)N=C(C[Si](CCCC)(CCCC)CCCC)C1=NC(=CC=C1)C(C[Si](CCCC)(CCCC)CCCC)=NC1=C(C(=CC=C1C)Cl)C)C 2,6-Bis(1-(3-chloro-2,6-dimethylphenylimino)-2-(tributylsilyl)ethyl)pyridine